CN(C(OCC1=CC=CC=C1)=O)C1CC2(CN(C2)C(=O)C2=C3N(N=C2)C=CN3C)C1 benzyl methyl(2-(1-methyl-1H-imidazo[1,2-b]pyrazole-7-carbonyl)-2-azaspiro[3.3]heptan-6-yl)carbamate